3-[7-(difluoromethoxy)-5-[4-[5-[4-[(1R,2S)-6-hydroxy-2-phenyl-tetralin-1-yl]phenoxy]pentyl]piperazin-1-yl]-1-oxo-isoindolin-2-yl]piperidine-2,6-dione FC(OC=1C=C(C=C2CN(C(C12)=O)C1C(NC(CC1)=O)=O)N1CCN(CC1)CCCCCOC1=CC=C(C=C1)[C@H]1[C@H](CCC2=CC(=CC=C12)O)C1=CC=CC=C1)F